Cl.NC\C=C(\CN1C=NC2=C1C=C(C=C2C=2C=NC=NC2)C#N)/F (Z)-1-(4-amino-2-fluorobut-2-en-1-yl)-4-(pyrimidin-5-yl)-1H-benzo[d]imidazole-6-carbonitrile hydrochloride